ClC1=C(C=CC=C1)C1=NOC(=C1CO[C@H]1C[C@H](N(CC1)C1=NC=C(C#N)C=C1)C)C1CC1 6-((2R,4R)-4-((3-(2-chlorophenyl)-5-cyclopropylisoxazol-4-yl)methoxy)-2-methylpiperidin-1-yl)nicotinonitrile